1-(3-chloropropyl)-3,7-dimethyl-1H-purine-2,6(3h,7h)-dione ClCCCN1C(N(C=2N=CN(C2C1=O)C)C)=O